N[C@H]1CN(C[C@@H](C1)F)C(=O)C1=CC2=C(N(C(=N2)C2=CC=3C(=NC(=CC3)C=3C=C(C(=NC3)C(=O)N)OC)N2CC2CC2)C)C(=C1)OC 5-(2-{5-[(3R,5R)-3-amino-5-fluoropiperidine-1-carbonyl]-7-methoxy-1-methyl-1H-1,3-benzodiazol-2-yl}-1-(cyclopropylmethyl)-1H-pyrrolo[2,3-b]pyridin-6-yl)-3-methoxypyridine-2-carboxamide